C(C)(C)C1=C(C=CC=C1)C1N(CCN(C1)C1COC1)C1CC2(C1)CCN(CC2)C(=O)OC(C)(C)C tert-butyl 2-(2-(2-isopropylphenyl)-4-(oxetan-3-yl) piperazin-1-yl)-7-azaspiro[3.5]nonane-7-carboxylate